C(C)(C)(C)OC(=O)N1CCN(CC1)C1=CC=C(C=C1)N(C(=O)N)CCC(=O)OCC 4-{4-[1-(2-Ethoxycarbonyl-ethyl)-ureido]-phenyl}-piperazine-1-carboxylic acid tert-butyl ester